6-{3-Azabicyclo[3.1.0]hexan-3-yl}-2-bromopyridin C12CN(CC2C1)C1=CC=CC(=N1)Br